(1R,2R)-2-(4-fluorophenyl)-1-((R)-1-(5-hydroxy-4-oxo-1,4-dihydropyridazine-3-carbonyl)pyrrolidin-2-yl)-2-(3-(trifluoromethyl)phenyl)ethyl methanesulfonate CS(=O)(=O)O[C@H]([C@@H](C1=CC(=CC=C1)C(F)(F)F)C1=CC=C(C=C1)F)[C@@H]1N(CCC1)C(=O)C1=NNC=C(C1=O)O